2-(3-indolyl)-cyclohexanone N1C=C(C2=CC=CC=C12)C1C(CCCC1)=O